4-[3-[4-[6-(2,6-dioxo-3-piperidinyl)-5-oxo-7H-pyrrolo[3,4-b]pyridin-2-yl]piperazin-1-yl]cyclobutoxy]piperidine-1-carboxylic acid tert-butyl ester C(C)(C)(C)OC(=O)N1CCC(CC1)OC1CC(C1)N1CCN(CC1)C1=CC=C2C(=N1)CN(C2=O)C2C(NC(CC2)=O)=O